C(C)(C)(C)OC(=O)N(C1=C2N=CN(C2=NC=N1)CC1=C(C=CC(=C1C#N)F)N1C[C@](CC1)(C(=O)OC)NC(=O)OC(C)(C)C)C(=O)OC(C)(C)C methyl (R)-1-(2-((6-(bis(tert-butoxycarbonyl)amino)-9H-purin-9-yl)methyl)-3-cyano-4-fluorophenyl)-3-((tert-butoxycarbonyl)amino)pyrrolidine-3-carboxylate